N-(2-Hydroxy-2-methylpropyl)-2-(3-methylthiophen-2-yl)-6-[4-(trifluoromethoxy)phenyl]pyrimidin OC(CN1C(N=CC=C1C1=CC=C(C=C1)OC(F)(F)F)C=1SC=CC1C)(C)C